tert-Butyl 6-(5-((4-chlorophenyl)amino)-1-methyl-1H-1,2,4-triazol-3-yl)-3,4-dihydroisoquinoline-2(1H)-carboxylate ClC1=CC=C(C=C1)NC1=NC(=NN1C)C=1C=C2CCN(CC2=CC1)C(=O)OC(C)(C)C